5-(2-Fluoro-6-methoxyphenyl)-3-(4-(4-(2-hydroxyl-2-methylpropyl)piperazin-1-yl)phenyl)-1H-pyrazolo[4,3-c]pyridazin-6(5H)-on FC1=C(C(=CC=C1)OC)N1N=C2C(=CC1=O)NN=C2C2=CC=C(C=C2)N2CCN(CC2)CC(C)(C)O